FC(CN1N=NC2=C1C=C(C=C2)C=2C=CN1N=C(N=C(C12)OC)N[C@H]1CN(C[C@H]1F)C(CC)=O)F 1-((3S,4R)-3-((5-(1-(2,2-difluoroethyl)-1H-benzo[d][1,2,3]triazol-6-yl)-4-methoxypyrrolo[2,1-f][1,2,4]triazin-2-yl)amino)-4-fluoropyrrolidin-1-yl)propan-1-one